C1(=CC=C(C=C1)C=O)C1=CC=C(C=C1)C=O 4,4'-biphenyl-Diformaldehyde